Samarium Neodymium [Nd].[Sm]